Cl.Cl.Cl.Cl.C1(CC1)C(=O)O cyclopropanecarboxylic acid tetrahydrochloride